C(C)C1OCC(C2=CC=C(C=C12)C(F)(F)F)=O 1-ethyl-7-(trifluoromethyl)isochroman-4-one